(S)-3-((S)-2-(2-((2-fluorophenyl)amino)-2-oxoacetamido)-4-methylpentanamido)-2-oxo-4-((S)-2-oxopyrrolidin-3-yl)butyl 3-methylbutanoate CC(CC(=O)OCC([C@H](C[C@H]1C(NCC1)=O)NC([C@H](CC(C)C)NC(C(=O)NC1=C(C=CC=C1)F)=O)=O)=O)C